FC1=CC=C(C=C1)C=1N=C2N(C1C=1C=CC=3N(C1)C(=CN3)C(=O)N)CCC2 6-(2-(4-fluorophenyl)-6,7-dihydro-5H-pyrrolo[1,2-a]imidazol-3-yl)imidazo[1,2-a]pyridine-3-carboxamide